tert-butyl 6-methyl-3-oxo-heptanoate CC(CCC(CC(=O)OC(C)(C)C)=O)C